ClC1=CC=C2C(=N1)C(=CN2)NC2=NC1=C(N2C)C=CC(=C1)C(F)(F)F N-(5-Chloro-1H-pyrrolo[3,2-b]pyridin-3-yl)-1-methyl-5-(trifluoromethyl)-1H-benzo[d]imidazol-2-amine